(R)-5-Benzyl-N-(9-(3-hydroxy-3-methylbut-1-yn-1-yl)-4,5-dihydrobenzo[b]imidazo[1,2-d][1,4]oxazepin-4-yl)-1H-1,2,4-triazole-3-carboxamide C(C1=CC=CC=C1)C1=NC(=NN1)C(=O)N[C@@H]1C=2N(C3=C(OC1)C=CC(=C3)C#CC(C)(C)O)C=CN2